5-(imidazo[1,2-a]pyridin-7-yl)-2-(6-(methyl(2,2,6,6-tetramethylpiperidin-4-yl)amino)pyridazin-3-yl)phenol N=1C=CN2C1C=C(C=C2)C=2C=CC(=C(C2)O)C=2N=NC(=CC2)N(C2CC(NC(C2)(C)C)(C)C)C